C(C)(C)(C)OC(=O)N1C[C@H]([C@@H](CC1)O)NC1=NC=C(C=N1)F trans-tert-butyl-3-((5-fluoropyrimidin-2-yl)amino)-4-hydroxypiperidine-1-carboxylate